BrC1=NC=CC(=C1)OCCO 2-[(2-bromo-4-pyridyl)oxy]ethanol